(R,E)-N-(6-(3-amino-3-oxoprop-1-en-1-yl)isoquinolin-1-yl)-2-fluoro-4-(1-methyl-1H-1,2,3-triazol-4-yl)-N-(piperidin-3-yl)benzamide NC(/C=C/C=1C=C2C=CN=C(C2=CC1)N(C(C1=C(C=C(C=C1)C=1N=NN(C1)C)F)=O)[C@H]1CNCCC1)=O